C(CCCCCCCC)(=O)N[C@@H](CC1=CNC=N1)C(=O)O N-pelargonoyl-histidine